(12aR)-7-hydroxy-12-[(R)-(3,4-difluorophenyl)(2-methylsulfanylphenyl)methyl]-3,4,12,12a-tetrahydro-1H-[1,4]oxazino[3,4-c]pyrido[2,1-f][1,2,4]triazine-6,8-dione OC=1C(C=CN2N([C@H]3N(C(C21)=O)CCOC3)[C@@H](C3=C(C=CC=C3)SC)C3=CC(=C(C=C3)F)F)=O